ethyl (S)-2-(4-(1-(3-aminopropanoyl)pyrrolidin-2-yl)piperidin-1-yl)-6-azaspiro[3.4]octane-6-carboxylate NCCC(=O)N1[C@@H](CCC1)C1CCN(CC1)C1CC2(C1)CN(CC2)C(=O)OCC